C(#N)C1=C(C=CC=C1)[C@H]([C@H](C)C=1N(C(C(=C(N1)C(=O)NC=1C=NOC1)O)=O)C)C=1C=NN(C1)CCCN(C)C 2-((1s,2s)-1-(2-cyanophenyl)-1-(1-(3-(dimethylamino)propyl)-1H-pyrazol-4-yl)propan-2-yl)-5-hydroxy-N-(isoxazol-4-yl)-1-methyl-6-oxo-1,6-dihydropyrimidine-4-carboxamide